C12CC(C(CC2O1)C(=O)OCC=C)C(=O)OCC=C bis(prop-2-enyl) 7-oxabicyclo[4.1.0]heptane-3,4-dicarboxylate